tri-ethyl-methyl-ammonium hydroxide [OH-].C(C)[N+](C)(CC)CC